C(C1=CC=CC=C1)OC[C@@H]1NC2=C(OC1)N=CC(=C2)CC2=CC=C(C=C2)F (S)-2-((benzyloxy)methyl)-7-(4-fluorobenzyl)-2,3-dihydro-1H-pyrido[2,3-b][1,4]oxazine